N-[(4-hydroxy-1-methyl-7-phenoxy-3-isoquinolyl)carbonyl]glycine OC1=C(N=C(C2=CC(=CC=C12)OC1=CC=CC=C1)C)C(=O)NCC(=O)O